CC1(OC2=C(C1)C(=CC=C2[N+](=O)[O-])N2CCN(CC2)C)C 1-(2,2-dimethyl-7-nitro-2,3-dihydrobenzofuran-4-yl)-4-methylpiperazine